C(CCCCCCCCCCC(=O)OCCOC1=CC(=C(C=C1)C1=NC(=NC(=N1)C1=CC=CC=C1)C1=CC=CC=C1)O)(=O)OCCOC1=CC(=C(C=C1)C1=NC(=NC(=N1)C1=CC=CC=C1)C1=CC=CC=C1)O Dodecanedioic acid, 1,12-bis[2-[4-(4,6-diphenyl-1,3,5-triazin-2-yl)-3-hydroxyphenoxy]ethyl] ester